3-(5-amino-8-(4-((tert-butyldimethylsilyloxy)methyl)-2-methyl-oxazol-5-yl)-2-(pyridin-2-ylmethyl)-[1,2,4]triazolo[1,5-c]pyrimidin-7-yl)benzonitrile NC1=NC(=C(C=2N1N=C(N2)CC2=NC=CC=C2)C2=C(N=C(O2)C)CO[Si](C)(C)C(C)(C)C)C=2C=C(C#N)C=CC2